N1N=C(C=C1)CC=1SC2=C(N(C=3C(N(N=CC32)CC3=NC(=CC=C3)N(C)C)=O)C)N1 2-((1H-pyrazol-3-yl)methyl)-6-((6-(dimethylamino)pyridin-2-yl)methyl)-4-methyl-4,6-dihydro-5H-thiazolo[5',4':4,5]pyrrolo[2,3-d]pyridazin-5-one